COC1=C(C=CC(=C1)OC)CNC=1C2=C(N=CN1)N(C=C2C2=NN(C=C2)C)[C@H]2[C@@H]([C@@H]([C@H](O2)C(=O)N[C@H]2CNCCC2)O)O (2S,3S,4R,5R)-5-(4-{[(2,4-dimethoxyphenyl)methyl]amino}-5-(1-methyl-1H-pyrazol-3-yl)-7H-pyrrolo[2,3-d]pyrimidin-7-yl)-3,4-dihydroxy-N-[(3R)-piperidin-3-yl]oxolane-2-carboxamide